FC(CN1CC(CC1)C(=O)NC=1N=CC2=CC=C(C=C2C1)C=1C=NN(C1)C)F 1-(2,2-difluoroethyl)-N-(6-(1-methyl-1H-pyrazol-4-yl)isoquinolin-3-yl)pyrrolidine-3-carboxamide